1-(4-chlorophenyl)-2-(4-(4-methoxyphenyl)-6-(3-nitrophenyl)pyrimidin-2-yl)guanidine hydrochloride Cl.ClC1=CC=C(C=C1)NC(=NC1=NC(=CC(=N1)C1=CC=C(C=C1)OC)C1=CC(=CC=C1)[N+](=O)[O-])N